CNC(=O)[C@@H]1CCCC2=CC=CC=C12 (R)-N-methyl-1,2,3,4-tetrahydronaphthalene-1-carboxamide